(2-(2,2,2-trifluoroethoxy)pyridin-4-yl)methanamine FC(COC1=NC=CC(=C1)CN)(F)F